methyl-tri(isopropenyloxy)silane C[Si](OC(=C)C)(OC(=C)C)OC(=C)C